1-[3-bromo-5-(2-hydroxyethylamino)phenyl]-3-[5-fluoro-2-(2-hydroxyethyl)phenyl]urea BrC=1C=C(C=C(C1)NCCO)NC(=O)NC1=C(C=CC(=C1)F)CCO